C12(CC(C1)C2)NC(O[C@H]2CO[C@H](C2)C2=CC(=NN2)NC=2C=1N(C=CN2)N=C(C1)COC)=O (3R,5R)-5-(3-((2-(methoxymethyl) pyrazolo[1,5-a]pyrazin-4-yl)amino)-1H-pyrazol-5-yl)tetrahydrofuran-3-yl bicyclo[1.1.1]pentan-1-ylcarbamate